1-(4-(2-hydroxypropan-2-yl)-2,3-dihydro-1H-pyrrolo[2,3-c]pyridin-1-yl)-2-((2-methyl-5-(3-methyl-1,2,4-thiadiazol-5-yl)phenyl)amino)ethan-1-one OC(C)(C)C1=C2C(=CN=C1)N(CC2)C(CNC2=C(C=CC(=C2)C2=NC(=NS2)C)C)=O